(3R)-3-Amino-5-[(4-chlorophenyl)methyl]-8-fluoro-7-(5-isopropyl-1,3,4-oxadiazol-2-yl)-1,1-dioxo-2,3-dihydro-1λ6,5-benzothiazepin-4-one N[C@H]1CS(C2=C(N(C1=O)CC1=CC=C(C=C1)Cl)C=C(C(=C2)F)C=2OC(=NN2)C(C)C)(=O)=O